acryloxyhexyl thiophosphate P(=S)(OCCCCCCOC(C=C)=O)([O-])[O-]